chloro-N'-(2-chloroacetyl)pyrimidine-2-carbohydrazide ClC1=NC(=NC=C1)C(=O)NNC(CCl)=O